FC1([C@H](COC1)NC(N([C@@H](C)C1=CN=NC=C1)C)=O)F 3-[(3S)-4,4-difluorotetrahydrofuran-3-yl]-1-methyl-1-[(1S)-1-pyridazin-4-ylethyl]urea